[Br-].COC1=CC=C(C=C1)COC(C(C[Zn+])C)C {3-[(4-methoxyphenyl)methoxy]-2-methylbutyl}zinc bromide